4-(7-methoxy-1-methyl-1H-pyrrolo[2,3-c]Pyridin-4-yl)pyrimidine-5-carboxylic acid COC=1N=CC(=C2C1N(C=C2)C)C2=NC=NC=C2C(=O)O